2-(Methylthio)-1-((2-(trimethylsilyl)ethoxy)methyl)-1H-imidazole CSC=1N(C=CN1)COCC[Si](C)(C)C